(E)-diazene-1,2-dicarboxylic acid di-tert-butyl ester C(C)(C)(C)OC(=O)\N=N\C(=O)OC(C)(C)C